4-ethyl-2-((3R,4R)-6-fluoro-4-hydroxy-1-isopropyl-3-(o-tolyl)-1,2,3,4-tetrahydroquinolin-7-yl)-5-(hydroxymethyl)-2,4-dihydro-3H-1,2,4-triazol-3-one C(C)N1C(N(N=C1CO)C1=C(C=C2[C@@H]([C@@H](CN(C2=C1)C(C)C)C1=C(C=CC=C1)C)O)F)=O